3,7-dimethyl-1-[[5-(2,2,2-trifluoro-1-hydroxy-1-methyl-ethyl)-2-pyridinyl]methyl]purine-2,6-dione CN1C(N(C(C=2N(C=NC12)C)=O)CC1=NC=C(C=C1)C(C(F)(F)F)(C)O)=O